N,N-dimethyl-5,6,7,8-tetrahydro-4H-thiazolo[5,4-c]azepine-2-carboxamide CN(C(=O)C=1SC=2CNCCCC2N1)C